CC1=C(C=CC=C1C)N1CCN(C2(CC2)C1)C(CN1N=C(C2=C1CCC2)C(=O)N2CC(C(CC2)O)F)=O 1-(7-(2,3-Dimethyl-phenyl)-4,7-diazaspiro[2.5]octan-4-yl)-2-(3-(3-fluoro-4-hydroxypiperidin-1-carbonyl)-5,6-dihydrocyclopenta[c]pyrazol-1(4H)-yl)ethanon